C1(=CC=CC=C1)[C@@H](C)S(=O)(=O)O |r| racemic-phenylethanesulfonic acid